methyl 4-carboxy-α-cyanocinnamate C(=O)(O)C1=CC=C(C=C(C(=O)OC)C#N)C=C1